3-hydroxy-5-(4,4,5,5-tetramethyl-1,3,2-dioxaborolan-2-yl)benzonitrile OC=1C=C(C#N)C=C(C1)B1OC(C(O1)(C)C)(C)C